FC1=C(C=C(C=C1)N1C(=C(C2=C(C=CC=C12)OC)C1CC(C1)(C(=O)O)C(F)(F)F)C(C)C)C 3-[1-(4-fluoro-3-methyl-phenyl)-2-isopropyl-4-methoxy-indol-3-yl]-1-(trifluoromethyl)cyclobutanecarboxylic acid